O=C([C@H](C1=CC=CC=C1)NCCC1=CC=C(C#N)C=C1)C1=CNC2=CC(=CC=C12)C(=O)N1CCCC1 |r| (S)- and (R)-4-(2-((2-oxo-1-phenyl-2-(6-(pyrrolidine-1-carbonyl)-1H-indol-3-yl)ethyl)amino)eth-yl)benzonitrile